C(C)(C)N1N=CC(=C1)C#N 1-isopropyl-1H-pyrazole-4-carbonitrile